tert-butyl 4-((4-(6-(2,4,6-trifluorophenoxy)hexyl)phenyl)carbamoyl)piperazine-1-carboxylate FC1=C(OCCCCCCC2=CC=C(C=C2)NC(=O)N2CCN(CC2)C(=O)OC(C)(C)C)C(=CC(=C1)F)F